ClC=1C=C(C=CC1)NC1=NC=2C=C(C=CC2C=2N1CCCN2)C(=O)O 6-((3-Chlorophenyl)amino)-3,4-dihydro-2H-pyrimido[1,2-c]quinazoline-9-carboxylic acid